7-((3-(4-cyclopropylphenyl)-2,3-dihydro-[1,4]dioxino[2,3-b]pyridin-7-yl)oxy)-3-methyl-4H-pyrido[1,2-a]pyrimidin-4-one C1(CC1)C1=CC=C(C=C1)C1COC=2C(=NC=C(C2)OC=2C=CC=3N(C(C(=CN3)C)=O)C2)O1